5-(2-cyclopropyl-7-methoxybenzofuran-4-yl)benzene-1,3-diol C1(CC1)C=1OC2=C(C1)C(=CC=C2OC)C=2C=C(C=C(C2)O)O